4-(5-((cis)-8-(dimethylamino)-1-((1-hydroxycyclobutyl)methyl)-2-oxo-8-phenyl-1,3-diazaspiro[4.5]decan-3-yl)pyrimidin-2-yl)piperazine-1-carboxylic acid tert-butyl ester C(C)(C)(C)OC(=O)N1CCN(CC1)C1=NC=C(C=N1)N1C(N(C2(C1)CCC(CC2)(C2=CC=CC=C2)N(C)C)CC2(CCC2)O)=O